1-[7-(2-methylbenzoyl)-9,9-dipropyl-9H-fluoren-2-yl]ethanone CC1=C(C(=O)C2=CC=C3C=4C=CC(=CC4C(C3=C2)(CCC)CCC)C(C)=O)C=CC=C1